BrCCCCN(C(=O)OC(C)(C)C)C(=O)OC(C)(C)C di-tert-butyl (4-bromobutyl)-2-imidodicarbonate